FC1=C(C(=O)O)C(=C(C(=C1F)CO)F)F 2,3,5,6-tetrafluoro-p-hydroxymethylbenzoic acid